SC1=NC(=CC(=N1)N)N 2-mercapto-4,6-diaminopyrimidine